C(CCC\C=C/CC)OC(CCC(=O)OCCCCCCCN(CCCCCCCOC(CCC(OCCCC\C=C/CC)OCCCC\C=C/CC)=O)CCN(CCCO)CCO)OCCCC\C=C/CC ((2-((2-hydroxyethyl)(3-hydroxypropyl)amino)ethyl)azanediyl)bis(heptane-7,1-diyl) bis(4,4-bis(((Z)-oct-5-en-1-yl)oxy)butanoate)